C(C1=CC=CC=C1)OC[C@@H](B1O[C@@]2([C@H](O1)C[C@H]1C([C@@H]2C1)(C)C)C)NC([C@@H](CCC)NC(OC(C)(C)C)=O)=O tert-butyl ((R)-1-(((R)-2-(benzyloxy)-1-((3aS,4S,6S,7aR)-3a,5,5-trimethylhexahydro-4,6-methanobenzo[d][1,3,2]dioxaborol-2-yl)ethyl)amino)-1-oxopentan-2-yl)carbamate